COC1=CC=C(C(C2=CC=C(C=C2)OC)(C2=CC=CC=C2)OC[C@@H]2[C@H]([C@H]([C@@H](O2)N2C=NC=3C(NC(C4=CC=CC=C4)=O)=NC=NC23)O[Si](C)(C)C(C)(C)C)O)C=C1 5'-O-(4,4'-dimethoxytrityl)-2'-O-t-butyldimethylsilyl-N6-benzoyladenosine